tert-Butyl 3-(8-{2-[(3R,5R)-3,5-dimethylmorpholine-4-carbonyl]-4-fluorophenyl}-3-methylimidazo[1,5-a]pyridin-6-yl)azetidine-1-carboxylate C[C@H]1N([C@@H](COC1)C)C(=O)C1=C(C=CC(=C1)F)C=1C=2N(C=C(C1)C1CN(C1)C(=O)OC(C)(C)C)C(=NC2)C